N-(4-(5-fluoro-2-(3-(3-(methylsulfonyl)propoxy)phenylamino)pyrimidin-4-yloxy)benzyl)-N-methylacrylamide FC=1C(=NC(=NC1)NC1=CC(=CC=C1)OCCCS(=O)(=O)C)OC1=CC=C(CN(C(C=C)=O)C)C=C1